bis(6,6-dipropoxyhexyl)magnesium C(CC)OC(CCCCC[Mg]CCCCCC(OCCC)OCCC)OCCC